N-(4-((3S,5R)-3-amino-5-methylpiperidin-1-yl)-6-fluoropyridin-3-yl)-2,2',6,6'-Tetrafluoro-[1,1'-biphenyl]-3-carboxamide dihydrochloride Cl.Cl.N[C@@H]1CN(C[C@@H](C1)C)C1=C(C=NC(=C1)F)NC(=O)C=1C(=C(C(=CC1)F)C1=C(C=CC=C1F)F)F